[Si](C)(C)(C(C)(C)C)OC1CC2(CC(CC2C2CCC3=CC(C=CC3(C12Cl)C)=O)C)C 11-((tert-butyldimethylsilyl)oxy)-9-chloro-10,13,16-Trimethyl-3-oxo-6,7,8,9,10,11,12,13,14,15,16,17-dodecahydro-3H-cyclopenta[a]phenanthrene